[Cl-].[Cl-].[Cl-].[O-]CCCC.[Hf+4] Hafnium n-butoxide trichloride